N-(2-aminophenyl)-5-((2-(4-fluorophenyl)cyclopropyl)glycyl)-4,5,6,7-tetrahydrothieno[3,2-c]pyridine-2-carboxamide TFA Salt OC(=O)C(F)(F)F.NC1=C(C=CC=C1)NC(=O)C1=CC=2CN(CCC2S1)C(CNC1C(C1)C1=CC=C(C=C1)F)=O